NC=1N=C(C2=C(N1)NC=C2)OC2=CC=C(C=C2)NC(N[C@@H](C(=O)O)CCC2=CC=CC=C2)=O (R)-2-(3-(4-((2-amino-7H-pyrrolo[2,3-d]pyrimidin-4-yl)oxy)phenyl)ureido)-4-phenylbutanoic acid